C1=C(C=CC2=CC=CC=C12)[C@@H](N)C(=O)O 2-(2-naphthyl)-D-glycine